OCCC1(O)CC(O)(CC=C1)CCO 1,3-Bis(2-hydroxyethyl)resorcin